CC1=NN2C(C=C(C=C2C)C=2N=C3N(C(N2)=O)C=C(C=C3F)N3C[C@@H](N(CC3)C(=O)OC(C)(C)C)C)=C1 tert-butyl (S)-4-(2-(2,7-dimethylpyrazolo[1,5-a]pyridin-5-yl)-9-fluoro-4-oxo-4H-pyrido[1,2-a][1,3,5]triazin-7-yl)-2-methylpiperazine-1-carboxylate